O=S1(N(CC=C1)[C@H]1CN(CCC1)CC1=CC(=NC=C1)C(=O)OC)=O methyl (R)-4-((3-(1,1-dioxidoisothiazol-2(3H)-yl)piperidin-1-yl)methyl)picolinate